2-(pyridin-2-yldisulfanyl)ethan-1-amine HCl salt Cl.N1=C(C=CC=C1)SSCCN